2-(1-(3-phenoxyphenyl)cyclopropyl)-5,6,7,8-tetrahydropyrido[4,3-d]pyrimidin-4(3H)-one O(C1=CC=CC=C1)C=1C=C(C=CC1)C1(CC1)C=1NC(C2=C(N1)CCNC2)=O